2-((2S,3S,4R)-5-chloro-6-fluoro-2-(hydroxymethyl)-3-methyl-2-phenyl-2,3-dihydrobenzofuran-4-yl)-3-fluoro-4-methoxybenzonitrile ClC=1C(=CC2=C([C@@H]([C@](O2)(C2=CC=CC=C2)CO)C)C1C1=C(C#N)C=CC(=C1F)OC)F